2-(2-(2-(2-methoxyethoxy)ethoxy)-ethoxy)ethanol COCCOCCOCCOCCO